3-(4-(ethylsulfonamido)-2-((4-fluorobenzyl)oxy)phenyl)-5-(pyridin-2-ylamino)-1H-pyrazole-4-carboxamide C(C)S(=O)(=O)NC1=CC(=C(C=C1)C1=NNC(=C1C(=O)N)NC1=NC=CC=C1)OCC1=CC=C(C=C1)F